tert-butyl ((1R,5S,6s)-3-((1-(4-aminophenyl)piperidin-4-yl)methyl)-3-azabicyclo[3.1.0]hexan-6-yl)carbamate NC1=CC=C(C=C1)N1CCC(CC1)CN1C[C@@H]2C([C@@H]2C1)NC(OC(C)(C)C)=O